C1(=CC=CC=C1)NC1=CC=C2C=CC3=CC(=CC4=CC=C1C2=C34)C(C)(C)C3=CC=CC=C3 N-phenyl-7-(2-phenylpropan-2-yl)pyrene-1-amine